BrC1=CC(=C(C=C1OC)SC1CC1)Cl (4-bromo-2-chloro-5-methoxyphenyl)(cyclopropyl)sulfane